ClC=1C(=C(C(=C(C1)C(C)C1=NC(=C2N1C=CN=C2Cl)Cl)OCC)N2CCOCC2)C 4-(3-chloro-5-(1-(1,8-dichloroimidazo[1,5-a]pyrazin-3-yl)ethyl)-6-ethoxy-2-methylphenyl)morpholine